OCC=1OC=CC(C1C#C[Si](C)(C)C)=O 2-hydroxymethyl-3-(trimethylsilylethynyl)-4H-pyran-4-one